COC=O.C1(=CC(=CC=C1)N)N m-phenylenediamine methylformate